CC=1C=C(C=C(C1N1C(=NC=C1)C1=CC=CC=C1)C)C1=CC=CC=C1 1-(3,5-dimethyl-[1,1'-biphenyl]-4-yl)-2-phenyl-1H-imidazole